COC1=C(C(NC(=C1)C)=O)CC=1C(=CN2C(=C(C(=CC12)C(=O)N)C)C(C)N1CCOCC1)C1=CN=CN1C ((4-methoxy-6-methyl-2-oxo-1,2-dihydropyridin-3-yl)methyl)-6-methyl-2-(1-methyl-1H-imidazol-5-yl)-5-(1-morpholinoethyl)indolizine-7-carboxamide